(R)-thiosulfonamide S(=S)(=O)N